methyl (4-methoxyphenyl)carbamimidothioate, iodide salt [I-].COC1=CC=C(C=C1)NC(=N)SC